tert-butyl (6-chloro-2,3-dihydro-1H-inden-5-yl)carbamate ClC1=C(C=C2CCCC2=C1)NC(OC(C)(C)C)=O